5-Cyano-N-[2,4-difluoro-3-[1-(1H-imidazol-2-yl)imidazo[1,5-a]pyridin-6-yl]phenyl]-2-methoxypyridine-3-sulfonamide C(#N)C=1C=C(C(=NC1)OC)S(=O)(=O)NC1=C(C(=C(C=C1)F)C=1C=CC=2N(C1)C=NC2C=2NC=CN2)F